2-(4-(dimethylamino)piperidin-1-yl)nicotinonitrile CN(C1CCN(CC1)C1=C(C#N)C=CC=N1)C